(S)-2-((4-(6-(benzyloxy)pyridin-2-yl)-4-hydroxypiperidin-1-yl)methyl)-1-(oxetan-2-ylmethyl)-1H-benzo[d]imidazole-6-carboxylic acid C(C1=CC=CC=C1)OC1=CC=CC(=N1)C1(CCN(CC1)CC1=NC2=C(N1C[C@H]1OCC1)C=C(C=C2)C(=O)O)O